OC=1C=C(C=CC1O)CC(CC1=C(C=C(C=C1O)O)O)O 1-(3',4'-dihydroxyphenyl)-3-(2',4',6'-trihydroxyphenyl)-2-propanol